4-allyl-2-methoxy-1-((4-(tert-pentyl)cyclohexylidene)methoxy)benzene C(C=C)C1=CC(=C(C=C1)OC=C1CCC(CC1)C(C)(C)CC)OC